2,8-diazaspiro[4.6]Undecane-3-one hydrochloride Cl.C1NC(CC12CCNCCC2)=O